(R)-N-(2-((2-aminopyrido[3,2-d]pyrimidin-4-yl)amino)-2-methylhexyl)-1-methyl-1H-1,2,4-triazole-3-carboxamide NC=1N=C(C2=C(N1)C=CC=N2)N[C@@](CNC(=O)C2=NN(C=N2)C)(CCCC)C